C[C@@H]1CN(C(=CC1)C1=CC2=CN(N=C2C=C1)[C@@H]1CN(CCC1)C)C(=O)OC(C)(C)C |r| tert-Butyl rac-(3S)-3-methyl-6-[2-[rac-(3S)-1-methyl-3-piperidyl]indazol-5-yl]-3,4-dihydro-2H-pyridine-1-carboxylate